N,N-dimethylaminoethylacrylate CN(C)CCOC(C=C)=O